(S)-2-methylserine C[C@](N)(CO)C(=O)O